CC1(CN(C2=C(O1)C=CC=N2)C(=O)NC2=CC(=CC=C2)[C@@H](CC2=NN=CN2C)C)C (R)-2,2-dimethyl-N-(3-(1-(4-methyl-4H-1,2,4-triazol-3-yl)propan-2-yl)phenyl)-2,3-dihydro-4H-pyrido[3,2-b][1,4]oxazine-4-carboxamide